COC[C@]12CC[C@H](C[C@@H]1CC[C@H]1[C@@H]3CC[C@@H]([C@@]3(C)CC[C@H]21)[N+](=O)[O-])O (3α,5α,17β)-19-methoxy-17-nitroandrostan-3-ol